ClC1=CC2=C(N=CNC2=O)N1C1=CC=C(C=C1)[C@H]1COC(CN1C(=O)OC(C)(C)C)(C)C tert-butyl (S)-5-(4-(6-chloro-4-oxo-3,4-dihydro-7H-pyrrolo[2,3-d]pyrimidin-7-yl)phenyl)-2,2-dimethylmorpholine-4-carboxylate